NC1CN(C1)CC(=O)N[C@H]1CN(C[C@H](C1)C)C1=C2N=CC=NC2=C(C=C1)C#N 2-(3-Aminoazetidin-1-yl)-N-[(3R,5S)-1-(8-cyanoquinoxalin-5-yl)-5-methylpiperidin-3-yl]Acetamide